(2-{3,6-bis[bis(4-methoxyphenyl)amino]-9H-carbazol-9-yl}ethyl)phosphonic acid COC1=CC=C(C=C1)N(C=1C=CC=2N(C3=CC=C(C=C3C2C1)N(C1=CC=C(C=C1)OC)C1=CC=C(C=C1)OC)CCP(O)(O)=O)C1=CC=C(C=C1)OC